C(C)(=O)NC1=CC=C2CN(C(C2=C1)=O)CC1=CC=NC=C1 4-(6-acetamido-1-oxoisoindolin-2-yl)methylpyridine